COC(C1=NC(=CC=C1Br)N(C(=O)OC(C)(C)C)C(=O)OC(C)(C)C)=O 6-(bis(tert-butoxycarbonyl)amino)-3-bromopicolinic acid methyl ester